N6-isopentenyladenine CC(=C)CCNC1=NC=NC2=C1NC=N2